3'-Carbamoyl-[1,1'-biphenyl]-3-yl cyclohexylcarbamate C1(CCCCC1)NC(OC=1C=C(C=CC1)C1=CC(=CC=C1)C(N)=O)=O